C1OC=2C=C(SC2Br)OC1 4-ethylenedioxy-5-bromothiophene